N[C@@H](C(=O)NCC(NC=1SC2=C(N1)C=CC(=C2)OC(F)(F)F)=O)CC2=CNC1=CC=CC=C21 (R)-2-amino-3-(1H-indol-3-yl)-N-(2-oxo-2-((6-(trifluoromethoxy)benzo[d]thiazol-2-yl)amino)ethyl)propanamide